2-(3-bromophenyl)-n-butyl-2H-indazole-3-carboxamide BrC=1C=C(C=CC1)C(CN1N=C2C=CC=CC2=C1C(=O)N)CC